C(N)(=O)C=1N=NC(=CC1NC1=C(C(=O)O)C=CC=N1)C1=C(C=CC=C1F)F ((3-carbamoyl-6-(2,6-difluorophenyl)pyridazin-4-yl)amino)nicotinic acid